methyl 2-(4-amino-3-methyl-[1,1'-biphenyl]-2-yl)acetate NC1=C(C(=C(C=C1)C1=CC=CC=C1)CC(=O)OC)C